C(C)(=O)N1CC2(C1)C[C@@H]([C@@H](CC2)N2N=C1C=C(C(=CC1=C2)C(=O)NC=2C=NN1C2N=CC=C1)OC1CC1)C |o1:8,9| rel-2-((6s,7r)-2-acetyl-6-methyl-2-azaspiro[3.5]nonan-7-yl)-6-cyclopropoxy-N-(pyrazolo[1,5-a]pyrimidin-3-yl)-2H-indazole-5-carboxamide